S1C=C(C=C1)C1=CC(NC=N1)=O 6-(thiophen-3-yl)pyrimidin-4(3H)-on